ClC=1C=CC2=C(N(C3=C(N(C2=O)CCO)C=CC=C3)CCCCNC/C=C/C(=O)OCC)C1 ethyl (E)-4-({4-[3-chloro-10-(2-hydroxyethyl)-11-oxo-10,11-dihydro-5H-dibenzo[b,e][1,4]diazepin-5-yl]butyl}amino)but-2-enoate